N12CCNC(CC1)C2 1,4-diazabicyclo[3.2.1]octan